COC(=O)C=1C(=CC2=CN(N=C2C1)C1OCCCC1)C#CC(C)C 5-(3-Methylbut-1-ynyl)-2-tetrahydropyran-2-yl-indazole-6-carboxylic acid methyl ester